COC=1C=C2C(=CC=NC2=CC1OC)OC=1C=CC(=NC1)N 5-((6,7-Dimethoxyquinolin-4-yl)oxy)pyridin-2-amine